C(C)(=O)N1CC2(CN(C2)CC2=C(C(=NC=C2)NC=2C(=C(C=CC2)C2=C(C(=NC=C2)C2=CC(=C(CNC[C@H]3CCC(N3)=O)C=C2)OC)Cl)Cl)F)CC1 (R)-5-(((4-(4-(3-((4-((6-acetyl-2,6-diazaspiro[3.4]octan-2-yl)methyl)-3-fluoropyridin-2-yl)amino)-2-chlorophenyl)-3-chloropyridin-2-yl)-2-methoxybenzyl)amino)methyl)pyrrolidin-2-one